(S)-2-(4-methyl-2-oxoquinolin-1(2H)-yl)pyridine methyl-acrylate methyl-4-(chlorosulfonyl)-2,5-difluorobenzoate COC(C1=C(C=C(C(=C1)F)S(=O)(=O)Cl)F)=O.COC(C=C)=O.CC1=CC(N(C2=CC=CC=C12)C1=NC=CC=C1)=O